O.COS(=O)(=O)O.BrC1=CC2=C(N=C(C=3N2C=NN3)N3CC(C3)NC)N=C1 1-(8-bromopyrido[2,3-e][1,2,4]triazolo[4,3-a]pyrazin-4-yl)-N-methylazetidin-3-amine methyl-sulfate hydrate